N5-(5-(2-chlorophenyl)-1,3,4-thiadiazol-2-yl)-N3,N3-dimethylisoxazole-3,5-dicarboxamide ClC1=C(C=CC=C1)C1=NN=C(S1)NC(=O)C1=CC(=NO1)C(=O)N(C)C